CN1C=NC(=C1)C=1C=C(C(=O)N)C=CC1NCC1=CC=C(C=C1)C(F)(F)F 3-(1-methylimidazol-4-yl)-4-[[4-(trifluoromethyl)phenyl]methylamino]benzamide